C(C)C1(CC2=CC=CC=C2C1)C(=O)O 2-Ethylindan-2-carboxylic acid